rac-cis-1-[2-(3-chlorophenyl)ethyl]-5-[(4-methylsulfonylphenoxy)methyl]-2-methylpiperazine ClC=1C=C(C=CC1)CCN1[C@H](CN[C@H](C1)COC1=CC=C(C=C1)S(=O)(=O)C)C |r|